NC[C@@H](CN1CC2=CC=C(C=C2CC1)F)O (S)-1-amino-3-(6-fluoro-3,4-dihydroisoquinolin-2(1H)-yl)propan-2-ol